FC1(CCC(CC1)(N1CCN(CC1)C(CC)=O)C1=CC=C(C=C1)[C@H](C)NC1=NC=C2C=CC(N(C2=C1)C(C)C)=O)F 7-{[(1S)-1-{4-[4,4-difluoro-1-(4-propanoylpiperazin-1-yl)cyclohexyl]phenyl}ethyl]amino}-1-(propan-2-yl)-1,6-naphthyridin-2(1H)-on